N1(CCC1)C(=O)S(=O)C azetidin-1-yl-(methylsulfinyl)-methanone